C1(CC1)NC=1N=CC2=C(N1)N(C(C(=C2)N2CCNC1=C(C=CC=C21)C)=O)C2=CC=C(C=C2)N(C)CCOC 2-(cyclopropylamino)-8-[4-[2-methoxyethyl(methyl)amino]phenyl]-6-(5-methyl-3,4-dihydro-2H-quinoxalin-1-yl)pyrido[2,3-d]pyrimidin-7-one